sodium 4,4'-(methylethylene)bis[benzoic acid] CC(CC1=CC=C(C(=O)O)C=C1)C1=CC=C(C(=O)O)C=C1.[Na]